FC=1C=C(C=CC1OC=1C2=C(N=CN1)CNCC2)NC(=O)C=2C(N(C(N(C2)C(C)C)=O)C2=CC=C(C=C2)F)=O N-(3-fluoro-4-((5,6,7,8-tetrahydropyrido[3,4-d]pyrimidin-4-yl)oxy)phenyl)-3-(4-fluorophenyl)-1-isopropyl-2,4-dioxo-1,2,3,4-tetrahydropyrimidine-5-carboxamide